1-cyclopentanecarbonyl-lysergic acid diethylamide C(C)N(C(=O)[C@H]1CN(C)[C@@H]2CC3=CN(C4=CC=CC(C2=C1)=C34)C(=O)C3CCCC3)CC